(1s,2s)-2-fluoro-N-(6-(tributylstannyl)imidazo[1,2-a]pyrazin-2-yl)cyclopropane-1-carboxamide F[C@@H]1[C@@H](C1)C(=O)NC=1N=C2N(C=C(N=C2)[Sn](CCCC)(CCCC)CCCC)C1